COC1=C(C=CC(=C1)CNCC1=CC(=NC=C1)N1CCCCC1)O 2-methoxy-4-[[[2-(1-piperidyl)-4-pyridyl]methylamino]-methyl]phenol